(S)-N-(4-fluorophenyl)-3-(6-methyl-4-(trifluoromethyl)pyridin-2-yl)-2-oxo-N-(3-(6-(piperazin-1-yl)pyridazin-3-yl)prop-2-yn-1-yl)imidazolidine-4-carboxamide FC1=CC=C(C=C1)N(C(=O)[C@H]1N(C(NC1)=O)C1=NC(=CC(=C1)C(F)(F)F)C)CC#CC=1N=NC(=CC1)N1CCNCC1